Cl.O1CCC(CC1)[C@H]1[C@@H](C1)N (1R,2S)-2-tetrahydropyran-4-ylcyclopropanamine HCl salt